CC([C@@H](C(=O)OC)CN(C(=O)C1[N@@](C1)C(C1=CC=CC=C1)(C1=CC=CC=C1)C1=CC=CC=C1)C)C methyl (R)-3-methyl-2-(((R)-N-methyl-1-tritylaziridine-2-carboxamido)methyl)butanoate